C(C)(C)(C)[Si](C)(C)OCC#CC1=C(C=C(C=C1)Cl)B1OC(C(O1)(C)C)(C)C tert-butyl((3-(4-chloro-2-(4,4,5,5-tetramethyl-1,3,2-dioxaborolan-2-yl)phenyl)prop-2-yn-1-yl)oxy)dimethylsilane